ClC=1C=2N(C=C(C1)C1CC1)C=C(N2)CN2C(C1=CC=CC=C1C2=O)=O 2-((8-chloro-6-cyclopropylimidazo[1,2-a]pyridin-2-yl)methyl)isoindoline-1,3-dione